2H-pyrido[4,3-f]pyrrolo[3,4-b][1,4,5]oxathiazocine C=1NC=C2C1OC=C1C(=NS2)C=CN=C1